3-cyclopentyl-3-{4-[7-(2-trimethylsilanylethoxymethyl)-7H-pyrrolo[2,3-d]pyrimidin-4-yl]pyrazol-1-yl}propionitrile C1(CCCC1)C(CC#N)N1N=CC(=C1)C=1C2=C(N=CN1)N(C=C2)COCC[Si](C)(C)C